ClCC1=CN=C(C2=CC=CC=C12)OC 4-(chloromethyl)-1-methoxyisoquinoline